CCCCCCCCCCCCCC(=O)OC[C@H](COP(=O)([O-])OCC[N+](C)(C)C)OC(=O)CCCCCCC/C=C\\CCCCCCCC The molecule is a phosphatidylcholine 32:1 in which the acyl groups at C-1 and C-2 are tetradecanoyl and (9Z)-octadecenoyl respectively. It has a role as a mouse metabolite. It is a phosphatidylcholine 32:1 and a tetradecanoate ester. It derives from an oleic acid.